FC(F)(F)S(=N)C(F)(F)F bistrifluoromethyl-sulfimide